2,4,6-tri-[p-(2-ethylhexyloxycarbonyl)anilino]-1,3,5-triazine C(C)C(COC(=O)C1=CC=C(NC2=NC(=NC(=N2)NC2=CC=C(C=C2)C(=O)OCC(CCCC)CC)NC2=CC=C(C=C2)C(=O)OCC(CCCC)CC)C=C1)CCCC